4-((5-chloro-4-((2-iodophenyl)amino)pyrimidin-2-yl)amino)-N-methylbenzamide ClC=1C(=NC(=NC1)NC1=CC=C(C(=O)NC)C=C1)NC1=C(C=CC=C1)I